FC(CCCS(=O)CCCCCCCCCC[C@@]12[C@H](CC[C@H]1[C@@H]1CCC=3C=C(C=CC3[C@H]1CC2)O)O)(C(F)(F)F)F [9-[(4,4,5,5,5-pentafluoropentyl)-sulfinyl]nonyl]estra-1,3,5(10)-triene-3,17β-diol